ClC1=NC(=C(C(=N1)C(=O)[O-])Cl)N[C@@H](COC[C@H]1OCC1)C.[Li+] Lithium 2,5-dichloro-6-[(R)-1-methyl-2-((S)-1-oxetanylmethoxy)-ethylamino]-pyrimidine-4-carboxylate